5-methoxy-2-(pyridin-4-yl)-2,3-dihydro-1H-isoindol-1-one COC=1C=C2CN(C(C2=CC1)=O)C1=CC=NC=C1